O1C(CCCC1)OC[C@@H]1CCC(N1)=O (5S)-5-(tetrahydropyran-2-yloxymethyl)pyrrolidin-2-one